N-(3-(1H-imidazol-2-yl)phenyl)-5-methylpyrazolo[1,5-a]pyrimidine-3-carboxamide N1C(=NC=C1)C=1C=C(C=CC1)NC(=O)C=1C=NN2C1N=C(C=C2)C